CS(=O)(=O)OCC1CC(C1)C1=CC2=C(N(C(N2C)=O)[C@@H]2C(N(C(CC2)=O)CC2=CC=C(C=C2)OC)=O)C=C1 ((1S,3S)-3-(1-(1-(4-methoxybenzyl)-2,6-dioxopiperidin-3-yl)-3-methyl-2-oxo-2,3-dihydro-1H-benzo[d]imidazol-5-yl)cyclobutyl)methyl methanesulfonate